tert-butyl 7-((tert-butoxycarbonyl)amino)-3-fluoro-8-methyl-2,3-dihydro-1H-pyrido[2,3-b][1,4]oxazine-1-carboxylate C(C)(C)(C)OC(=O)NC1=C(C2=C(OC(CN2C(=O)OC(C)(C)C)F)N=C1)C